(R)-1-((R)-8-Isopropyl-6,7,8,9-tetrahydropyrimido[5,4-b][1,4]oxazepin-4-yl)-N-methylpyrrolidin-3-amine trifluoroacetic acid salt FC(C(=O)O)(F)F.C(C)(C)[C@@H]1NC2=C(OCC1)C(=NC=N2)N2C[C@@H](CC2)NC